C(C)(C)(C)OC(=O)/N=C(/NC1=CC=C(C(=O)OC=2C=3N(C(=CC2)CC(=O)OC(C)(C)C)N=CN3)C=C1)\NC (E)-5-(2-tert-butoxy-2-oxoethyl)-[1,2,4]triazolo[1,5-a]pyridin-8-yl 4-(2-(tert-butoxycarbonyl)-3-methylguanidino)benzoate